[Ni].C(C)OC1=C(C(=CC=C1)OCC)P(N(C(=O)N1C2=CC=CC=C2C=2C=CC=CC12)C=1C(=NC=CC1)C[Si](C)(C)C)C1=C(C=CC=C1OCC)OCC N-(bis(2,6-diethoxyphenyl)phosphino)-carbazole-9-carboxamido(trimethylsilylmethyl)(pyridine) nickel